COC(CCCCC(CC)=O)=O 6-oxo-octanoic acid methyl ester